4-(3-(5-chloro-3,6-diphenylpyrazin-2-yl)phenyl)-2,6-diphenylpyrimidine ClC=1N=C(C(=NC1C1=CC=CC=C1)C=1C=C(C=CC1)C1=NC(=NC(=C1)C1=CC=CC=C1)C1=CC=CC=C1)C1=CC=CC=C1